trimethoxysilylpropyl(diethylamino)(trimethoxysilylpropylamino)methyl ethyl sulfide C(C)SC(NCCC[Si](OC)(OC)OC)(N(CC)CC)CCC[Si](OC)(OC)OC